COC=1C=C2C(=NC=NC2=CC1OC)C=1C=CC(=NC1)CNS(=O)=O N-((5-(6,7-dimethoxyquinazolin-4-yl)pyridin-2-yl)methyl)sulfonamide